OC1=C(C=C(C=C1C(C)(C)C)C(C)(C)C)C1=C(C=CC=2NN=NC21)Cl (2'-hydroxy-3',5'-di-tert-butylphenyl)-5-chlorobenzotriazole